CN1N=C2C(N=C(C=C2)N)=C1 2-methyl-2H-pyrazolo[4,3-b]Pyridin-5-amine